2-[2-[2-[2-[2-[2-[2-[2-[2-[2-[2-[bis(tert-butoxycarbonyl)amino]ethoxy]ethoxy]ethoxy]ethoxy]ethoxy]ethoxy] ethoxy]ethoxy]ethoxy]ethoxy]ethyl methanesulfonate CS(=O)(=O)OCCOCCOCCOCCOCCOCCOCCOCCOCCOCCOCCN(C(=O)OC(C)(C)C)C(=O)OC(C)(C)C